FC(C1=NC(=NC=C1C1=NC(=CC(=N1)N1CCOCC1)N1CCOCC1)N)F 4'-(difluoromethyl)-4,6-dimorpholino-[2,5'-bipyrimidine]-2'-amine